1-[5-(cyanomethyl)pyridin-2-yl]octane C(#N)CC=1C=CC(=NC1)CCCCCCCC